1-[(α-D-glucopyranosyl) oxy]-13-({2-[(α-D-glucopyranosyl)oxy] ethyl} carbamoyl)-3,6,9,12,18-pentaazatetracosan-24-oate [C@H]1([C@H](O)[C@@H](O)[C@H](O)[C@H](O1)CO)OCCNCCNCCNCCNC(CCCCNCCCCCC(=O)[O-])C(NCCO[C@@H]1[C@H](O)[C@@H](O)[C@H](O)[C@H](O1)CO)=O